5-chloro-N-((1r,4r)-4-((3-(2,3-dihydro-1H-pyrrolo[2,3-b]pyridin-5-yl)-2-oxo-2,3-dihydro-1H-benzo[d]imidazol-1-yl)methyl)cyclohexyl)-2-methylnicotinamide ClC=1C=NC(=C(C(=O)NC2CCC(CC2)CN2C(N(C3=C2C=CC=C3)C=3C=C2C(=NC3)NCC2)=O)C1)C